N1=C(C=CC=C1C(=O)OCOC(C)=O)C1=NC(=CC=C1)C1=NC(=CC=C1)C(=O)OCOC(C)=O bis(acetoxymethyl) 2,2':6',2''-terpyridine-6,6''-dicarboxylate